2-methyl-2,4-thiazolidinedicarboxylic acid 2-isopropyl ester C(C)(C)OC(=O)C1(SCC(N1)C(=O)O)C